4,4-difluoro-2-(4-(pentafluoro-λ6-sulfaneyl)phenyl)piperidine FC1(CC(NCC1)C1=CC=C(C=C1)S(F)(F)(F)(F)F)F